CN1C[C@@H]([C@H](CC1)NC(=O)C1=CC(=CC=2N(C=NC21)CC(F)F)C#CCNC=2C(OC)=CC=C(C2)S(=O)(=O)C)C N-[(3S,4S)-1-methyl-3-methyl-4-piperidyl]-1-(2,2-difluoroethyl)-6-[3-(4-mesyl-2-anisidino)-1-propynyl]-1H-1,3-benzimidazole-4-carboxamide